FCCN1N=NC=2N(C1=O)C=NC2C(=O)NC 3-(2-fluoroethyl)-N-methyl-4-oxo-3,4-dihydroimidazo[5,1-d][1,2,3,5]tetrazine-8-carboxamide